C(C)(=O)OCC=1C(=NC2=CC(=CC=C2C1)C)Cl (2-chloro-7-methylquinolin-3-yl)methyl acetate